4-(2-(tetrahydro-2H-pyran-4-yl)ethyl)-3,4-dihydropyrazino[2,3-b]Pyrazin-2(1H)-one O1CCC(CC1)CCN1CC(NC2=NC=CN=C21)=O